3-oxo-3-(1,2,3,4-tetrahydro-beta-carbolin-2-yl)propyl-4-(4-fluorophenyl)piperazine O=C(CCN1CCN(CC1)C1=CC=C(C=C1)F)N1CC=2NC3=CC=CC=C3C2CC1